(phenethoxymethylene)cyclopentadecane C(CC1=CC=CC=C1)OC=C1CCCCCCCCCCCCCC1